(1R,2R)-2-(1,2-thiazol-4-yl)cyclopropane-1-carboxylic acid S1N=CC(=C1)[C@H]1[C@@H](C1)C(=O)O